ClC1=C(C=C2C=C(N=CC2=C1)NC(=O)[C@H]1[C@H]([C@@H]1C=1C=NN(C1)C)CC)[C@@H]1CC[C@H](CC1)N1CC(C1)F (1S,2S,3S)-N-(7-chloro-6-(trans-4-(3-fluoroazetidin-1-yl)cyclohexyl)isoquinolin-3-yl)-2-ethyl-3-(1-methyl-1H-pyrazol-4-yl)cyclopropane-1-carboxamide